tert-butyl (1S)-1-[[(1S)-2-methoxy-2-oxo-1-[[(3S)-2-oxopyrrolidin-3-yl]methyl]ethyl]carbamoyl]-3,4-dihydro-1H-isoquinoline-2-carboxylate COC([C@H](C[C@H]1C(NCC1)=O)NC(=O)[C@H]1N(CCC2=CC=CC=C12)C(=O)OC(C)(C)C)=O